N-(4,4-difluorocyclohexyl)-6-morpholino-2-(1H-pyrazol-1-yl)pyrimidin-4-amine FC1(CCC(CC1)NC1=NC(=NC(=C1)N1CCOCC1)N1N=CC=C1)F